methyl 2-[4-[6-chloro-4-[(3S)-3-(tert-butoxycarbonylamino)-1-piperidyl]-3-pyridyl]pyrazol-1-yl]-2-methyl-propanoate ClC1=CC(=C(C=N1)C=1C=NN(C1)C(C(=O)OC)(C)C)N1C[C@H](CCC1)NC(=O)OC(C)(C)C